phenyl 3-((1-((3-chlorophenyl) carbamoyl) piperidin-4-yl) methyl)-1H-indole-1-carboxylate ClC=1C=C(C=CC1)NC(=O)N1CCC(CC1)CC1=CN(C2=CC=CC=C12)C(=O)OC1=CC=CC=C1